benzene-2-phosphonic acid C1=C(C=CC=C1)P(O)(=O)O